3-isocyanatopropanoic acid ethyl ester C(C)OC(CCN=C=O)=O